pyrazolo[1,5-a]pyrimidine-3-carboxylic acid N1=CC(=C2N1C=CC=N2)C(=O)O